N1=C(C=NC=C1)C(=O)[O-] pyrazin-carboxylate